Cl.[C@H]12N[C@@H](C[C@@H]2C1)[C@@H]([C@H](C(=O)O)C)OC (2R,3R)-3-((1S,3S,5S)-2-azabicyclo[3.1.0]hex-3-yl)-3-methoxy-2-methylpropionate hydrochloride